2-isocyanatoethyl-methyldiethoxysilane N(=C=O)CC[Si](OCC)(OCC)C